OC=1C(CCC1C)=O 2-Hydroxy-3-methyl-2-cyclopenten-1-on